C(C)S(=O)(=O)CCC(C)O 4-(ethylsulfonyl)butan-2-ol